N(=C=O)CC1CS(CC1)(=O)=O 3-(isocyanatomethyl)tetrahydrothiophene-1,1-dioxide